[4-[1-(2,6-dioxo-3-piperidyl)-3-methyl-2-oxo-benzimidazol-4-yl]cyclohexyl] carbamate C(N)(OC1CCC(CC1)C1=CC=CC=2N(C(N(C21)C)=O)C2C(NC(CC2)=O)=O)=O